ClC1=C(C=CC(=C1)C(F)(F)F)NC(CN1C=2N(C(C=C1CC)=O)N=C(N2)C=2C=CC1=C(CCO1)C2)=O N-(2-chloro-4-(trifluoromethyl)phenyl)-2-(2-(2,3-dihydrobenzofuran-5-yl)-5-ethyl-7-oxo-[1,2,4]triazolo[1,5-a]pyrimidin-4(7H)-yl)acetamide